tert-Butyl 3-oxocycloheptylcarbamate O=C1CC(CCCC1)NC(OC(C)(C)C)=O